N-ethyl-3-amino-2-methylpropylmethyldimethoxysilane C(C)NCC(C[Si](OC)(OC)C)C